The molecule is a quinolinium ion comprising decane in which one methyl hydrogen at each end of the molecule has been replaced by a 4-amino-2-methylquinolin-1-yl group. It has a role as an antifungal agent, an antineoplastic agent, an antiseptic drug and a mitochondrial NADH:ubiquinone reductase inhibitor. CC1=[N+](C2=CC=CC=C2C(=C1)N)CCCCCCCCCC[N+]3=C(C=C(C4=CC=CC=C43)N)C